N=[S@](=O)(C1(CC1)C1=CC(=NC=2N1N=CC2C2=CC=NN2)N2[C@@H](COCC2)C)C (R)-imino(methyl)(1-(5-((R)-3-methylmorpholino)-3-(1H-pyrazol-5-yl)pyrazolo[1,5-a]pyrimidin-7-yl)cyclopropyl)-λ6-sulfanone